4-(4-benzhydrylpiperazine-1-carbonyl)-3,4-dihydro-1H-quinolin-2-one C(C1=CC=CC=C1)(C1=CC=CC=C1)N1CCN(CC1)C(=O)C1CC(NC2=CC=CC=C12)=O